ClC1[C@@](OC2(CCCCC2)C2=C(N=NC(=C2)N2CCC3(CC(C3)CO)CC2)C(=O)N)(C=CC=C1)C#N (1r,4r)-4-((2-chloro-1-cyanophenoxy)cyclohexyl)-6-(2-(hydroxymethyl)-7-azaspiro[3.5]non-7-yl)pyridazine-3-carboxamide